N(=NC(C(=O)[O-])(C(CCCC)CCCC)C)C(C(=O)[O-])(C(CCCC)CCCC)C 2,2'-azobis(dibutyl 2-methylpropionate)